CS(=O)(=O)N1CC(CC(C1)C1=CC=CC=C1)SC=1C=C(C#N)C=CC1 3-((1-(methylsulfonyl)-5-phenylpiperidin-3-yl)thio)benzonitrile